Triisopropyl-silicon C(C)(C)[Si](C(C)C)C(C)C